C1(=CC=CC=C1)S(=O)(=O)N1CC=C(CC1)C=1C=C(C=NC1)O 5-(1-benzenesulfonyl-1,2,5,6-tetrahydropyridin-4-yl)-3-hydroxy-pyridine